ClC=1C=C2C(=CNC2=CC1)N1CCN(CC1)C(=O)N1C[C@@H]2[C@@H](OCC(N2)=O)CC1 |r| rac-(4aR,8aS)-6-(4-(5-Chloro-1H-indol-3-yl)piperazin-1-carbonyl)hexahydro-2H-pyrido[4,3-b][1,4]oxazin-3(4H)-on